3-((5-chloro-2-((2-(difluorometh-oxy)-4-(4-(2-methoxyethyl)piperazin-1-yl)phenyl)amino)pyrimidin-4-yl)amino)thiophene-2-carboxamide ClC=1C(=NC(=NC1)NC1=C(C=C(C=C1)N1CCN(CC1)CCOC)OC(F)F)NC1=C(SC=C1)C(=O)N